BrC=1C(=CN2N=C(N=CC21)Cl)F 5-bromo-2-chloro-6-fluoropyrrolo[2,1-f][1,2,4]triazine